9-(3-bromo-5-(phenoxy-2,3,4,5-d4)phenyl)-9H-4,9'-bicarbazole-2,3,5,6,7,8-d6 BrC=1C=C(C=C(C1)OC1=C(C(=C(C(=C1)[2H])[2H])[2H])[2H])N1C2=C(C(=C(C(=C2C=2C(=C(C(=CC12)[2H])[2H])N1C2=CC=CC=C2C=2C=CC=CC12)[2H])[2H])[2H])[2H]